[Cl-].NCC[N+](C)(C)C (2-aminoethyl)trimethylammonium chloride